C(C)(C)(C)C1=C(OC2CCN(CC2)C(=O)C2=NC=CC=C2)C=CC=C1 (4-(2-(tert-butyl)phenoxy)piperidin-1-yl)(pyridin-2-yl)methanone